CC(C(=O)OCC)(C)OC1=C(C=C(C=C1)CN1N=C(N(C1=O)C1=CC=C(C=C1)C(F)(F)F)C)C Ethyl 2-methyl-2-(2-methyl-4-((3-methyl-5-oxo-4-(4-(trifluoromethyl)phenyl)-4,5-dihydro-1H-1,2,4-triazol-1-yl)methyl)phenoxy)propionate